FC1=C(OC2=CC=C(C=C2)C2=NNC3=NC=NC(=C32)N)C=CC=C1OC 3-(4-(2-Fluoro-3-methoxyphenoxy)phenyl)-1H-pyrazolo[3,4-d]pyrimidin-4-amine